3,4-bis((3-methoxybenzyl)hydroxy)-N-(3-(pyrrolidin-1-yl)propyl)benzylamine COC=1C=C(COC=2C=C(CNCCCN3CCCC3)C=CC2OCC2=CC(=CC=C2)OC)C=CC1